N-(1-(7-chloro-6-fluoro-1-(2-isopropyl-4-methylpyridin-3-yl)-2-oxo-1,2-dihydropyrido[2,3-d]pyrimidin-4-yl)azetidin-3-yl)-2,3,4,5-tetrafluoro-6-(trifluoromethyl)benzenesulfonamide ClC=1C(=CC2=C(N(C(N=C2N2CC(C2)NS(=O)(=O)C2=C(C(=C(C(=C2C(F)(F)F)F)F)F)F)=O)C=2C(=NC=CC2C)C(C)C)N1)F